NN1C(=NC(=C1C(=O)OCC)C1=CC=C(C=C1)C(NC1=NC=C(C=C1)C)=O)[C@H]1N(CCCC1)C(=O)OC(C)(C)C tert-butyl (S)-2-(1-amino-5-(ethoxycarbonyl)-4-(4-((5-methylpyridin-2-yl)carbamoyl)phenyl)-1H-imidazol-2-yl)piperidine-1-carboxylate